OC(C)(C)C1CN(C1)C1=C2C(=NC=C1)N(N=C2CNC(OC(C)(C)C)=O)C2=CC=C(C=C2)OC(F)(F)F tert-butyl ((4-(3-(2-hydroxypropan-2-yl)azetidin-1-yl)-1-(4-(trifluoromethoxy)phenyl)-1H-pyrazolo[3,4-b]pyridin-3-yl)methyl)carbamate